O(C1=CC=CC=C1)C1OC(OC1)=O 4-phenoxy-[1,3]dioxolan-2-one